4-(4-(2,4-difluorobenzyloxy)-3-bromo-6-methyl-2-oxopyridin-1(2H)-yl)-N-isopropylbenzamide FC1=C(COC2=C(C(N(C(=C2)C)C2=CC=C(C(=O)NC(C)C)C=C2)=O)Br)C=CC(=C1)F